Methyl-{[5-(4-chloro-2-fluorophenyl)-1-(2,4-difluorophenyl)-1H-1,2,4-triazol-3-yl]oxy} acetat C(C)(=O)OOC1=NN(C(=N1)C1=C(C=C(C=C1)Cl)F)C1=C(C(=C(C=C1)F)C)F